(3S)-1-[3-(5-methyl-1H-pyrazol-4-yl)-1-(2-trimethylsilylethoxymethyl)pyrrolo[2,3-b]pyridin-4-yl]piperidin-3-amine CC1=C(C=NN1)C1=CN(C2=NC=CC(=C21)N2C[C@H](CCC2)N)COCC[Si](C)(C)C